SCCC(=O)OCCC(C)OC 3-methoxybutyl 3-mercaptopropionate